zeta-enantholactam C1(CCCCCCN1)=O